OCCOC1=NC=CC=C1C(=O)N 2-(2-hydroxyethoxy)pyridine-3-carboxamide